(R,E)-N-((2,2-Dichlorocyclopropyl)methylene)-2-methylpropane-2-sulfinamide ClC1(C(C1)\C=N\[S@](=O)C(C)(C)C)Cl